C(C)(C)(C)OC(=O)N([C@H](C(=O)O)CCC(=O)OC)C (S)-2-((tert-Butoxycarbonyl)(methyl)amino)-5-methoxy-5-oxopentanoic acid